C(C)(C)(C)OC(=O)NCC=1C=NN(C1)C1=CC(=NC(=C1)C)C(=O)OC methyl 4-(4-(((tert-butoxy carbonyl)amino)methyl)-1H-pyrazol-1-yl)-6-methylpicolinate